COC1=C(N=C(N(C1=O)C)N1[C@H](C2=CC=C(C=C2CC1)C(=O)OC)C1=CC=CC=C1)C(NC1=CC=CC=C1)=O methyl (1S)-2-[5-methoxy-1-methyl-6-oxo-4-(phenylcarbamoyl)pyrimidin-2-yl]-1-phenyl-3,4-dihydro-1H-isoquinoline-6-carboxylate